2,2,2-trifluoro-N-((cis)-5-methylpyrrolidin-3-yl)acetamide, trifluoroacetic acid salt FC(C(=O)O)(F)F.FC(C(=O)N[C@@H]1CN[C@@H](C1)C)(F)F